N-(5-chloro-6-(2H-1,2,3-triazol-2-yl)pyridin-3-yl)-1-(6-methoxypyridin-3-yl)-5-(trifluoromethyl)-1H-pyrazole-4-carboxamide ClC=1C=C(C=NC1N1N=CC=N1)NC(=O)C=1C=NN(C1C(F)(F)F)C=1C=NC(=CC1)OC